C(CN=C=O)N=C=O 1,2-Ethylendiisocyanat